CC(CCOC(CC)=O)C 3-Methylbutylpropanoat